(S)-2-amino-N-((S)-amino(3'-fluoro-[1,1'-biphenyl]-3-yl)(oxo)-λ6-sulfanylidene)-4-methylpentanamide hydrochloride Cl.N[C@H](C(=O)N=[S@](=O)(C=1C=C(C=CC1)C1=CC(=CC=C1)F)N)CC(C)C